Cl.ClC1=CC2=C(C=N1)C(=NN2)N2CCOCC2 4-(6-chloro-1H-pyrazolo[4,3-c]pyridin-3-yl)morpholine hydrochloride